C(C)(C)(C)OC([C@H](C)OC1=C(C=C(C=C1)Br)C1=NOCC1OCC)=O (2S)-2-[4-bromo-2-(4-ethoxy-4,5-dihydroisoxazol-3-yl)phenoxy]propionic acid tert-butyl ester